ClC1=CC=C(C(=N1)NC1(COCCC1)C)[N+](=O)[O-] 6-Chloro-N-(3-methyloxane-3-yl)-3-nitropyridin-2-amine